C(C1=CC=CC=C1)N1CCN(CC1)C[C@H](CO)C(C)C (R)-2-((4-benzylpiperazin-1-yl)methyl)-3-methylbutan-1-ol